teraniline N(C1=CC=CC=C1)N(C1=CC=CC=C1)NC1=CC=CC=C1